NCCCN(CCCN)CCCCCCCCCCCC N1-(3-aminopropyl)-N1-dodecylpropane-1,3-diamine